C(CCCCCCC)OC(C)=O octylethanoate